2-(hydroxyamino)-2-imino-acetic acid methyl ester COC(C(=N)NO)=O